NC1CCC(CC1)NCC(C1=CC=CC=C1)C=1C=C(C(=C(C1)C1=CC=CC(=C1F)OCCOC)Cl)F 5'-(2-(((1r,4r)-4-aminocyclohexyl)amino)-1-phenylethyl)-2'-chloro-3',6-difluoro-5-(2-methoxyethoxy)-[1,1'-biphenyl]